C1=CC=CC=2C3=CC=CC=C3C(C12)COC(=O)N[C@@H](CC(NCCCCCCCC)=O)C(=O)OCC1=CC=CC=C1 Benzyl N2-(((9H-fluoren-9-yl)methoxy)carbonyl)-N4-octyl-L-asparaginate